tert-butyl((1-((3-((2-(cyclopropylamino)-2-oxoethyl)amino)phenyl)sulfonyl)-5-(2-fluorophenyl)-1H-pyrrol-3-yl)methyl)(methyl)carbamate C(C)(C)(C)OC(N(C)CC1=CN(C(=C1)C1=C(C=CC=C1)F)S(=O)(=O)C1=CC(=CC=C1)NCC(=O)NC1CC1)=O